6-[8-(1,3-benzothiazol-2-ylcarbamoyl)-3,4-dihydroisoquinolin-2(1H)-yl]-3-[4-(cyclohexyloxy)-2-methylphenyl]pyridine-2-carboxylic acid tert-butyl ester C(C)(C)(C)OC(=O)C1=NC(=CC=C1C1=C(C=C(C=C1)OC1CCCCC1)C)N1CC2=C(C=CC=C2CC1)C(NC=1SC2=C(N1)C=CC=C2)=O